ClC=1C=C(CN2CCN(C3=CC=CC=C23)C(CN2CCCC2)=O)C=CC1 1-(4-(3-chlorobenzyl)-3,4-dihydroquinoxaline-1(2H)-yl)-2-(pyrrolidin-1-yl)ethan-1-one